6-(aminomethyl)isoquinoline-1-amine NCC=1C=C2C=CN=C(C2=CC1)N